1-(6-n-butoxynaphthalen-2-yl)tetrahydrothiophenium trifluoromethanesulfonate FC(S(=O)(=O)[O-])(F)F.C(CCC)OC=1C=C2C=CC(=CC2=CC1)[S+]1CCCC1